dodecyl mercaptopropionate SC(C(=O)OCCCCCCCCCCCC)C